L-3-amino-9-ethylcarbazole NC=1C=CC=2N(C3=CC=CC=C3C2C1)CC